3-bromospiro[5H-furo[3,4-b]pyridine-7,3'-azetidine] TFA salt OC(=O)C(F)(F)F.BrC=1C=C2C(=NC1)C1(CNC1)OC2